C(C)(C)(C)NC(=O)C1=CC2=C(C(N(C=C2C2=CC(N(C=C2OC2=C(C=C(C=C2C)F)C)C)=O)C)=O)N1 N-(tert-butyl)-4-(5-(4-fluoro-2,6-dimethylphenoxy)-1-methyl-2-oxo-1,2-dihydropyridin-4-yl)-6-methyl-7-oxo-6,7-dihydro-1H-pyrrolo[2,3-c]pyridine-2-carboxamide